CC1=C(C(CCC1)(C)C)CC/C(=C/C=C/C(=C/C=O)/C)/C 7,8-Dihydroretinal